CN(C1=CC=C(C=N1)C=1N(C2=CC=CC=C2C1)CC(F)(F)F)C 2-(6-(dimethylamino)pyridin-3-yl)-1-(2,2,2-trifluoroethyl)-1H-indol